[Cl-].C(CCCCCCCCCCCCCCCCC)(=O)OCC[N+](C)(C)CCOC(CCCCCCCCCCCCCCCCC)=O N,N-bis(stearoyl-oxy-ethyl)N,N-dimethyl-ammonium chloride